N[C@H]([C@@H](C)C1=C(C=2N=NC=C(C2S1)NCC=1SC=CC1)C)C 6-[(2R,3S)-3-aminobutan-2-yl]-7-methyl-N-[(thiophen-2-yl)methyl]thieno[3,2-c]pyridazin-4-amine